tert-butyl-(trans)-4-((5-(N-(4-iodo-5-methyl-2-(pyrrolidin-1-yl)phenyl)but-2-ynamido)-1-methyl-1H-pyrazolo[4,3-b]pyridin-3-yl)oxy)cyclohexane C(C)(C)(C)[C@@H]1CC[C@H](CC1)OC1=NN(C=2C1=NC(=CC2)N(C(C#CC)=O)C2=C(C=C(C(=C2)C)I)N2CCCC2)C